(2-bromo-3-methoxycarbonyl-phenyl)methyl-triphenyl-phosphonium bromide [Br-].BrC1=C(C=CC=C1C(=O)OC)C[P+](C1=CC=CC=C1)(C1=CC=CC=C1)C1=CC=CC=C1